CS(=O)(=O)CCN1CCNCC1 1-(2-methylsulfonylethyl)piperazine